BrC1=C(C=C(C=C1C)[N+](=O)[O-])O 2-bromo-3-methyl-5-nitro-phenol